(N-[4-amino-5-(6-methoxypyridine-3-carbonyl)thiazol-2-yl]-4-chloro-3-fluoro-anilino)propanamide NC=1N=C(SC1C(=O)C=1C=NC(=CC1)OC)N(C1=CC(=C(C=C1)Cl)F)C(C(=O)N)C